C(C)(C)(C)OC(=O)N1C[C@@H](CC1)[C@H](C(=O)OC(C)(C)C)CC1=CC(=CC=C1)B1OC(C(O1)(C)C)(C)C (S)-3-((R)-1-(tert-butoxy)-1-oxo-3-(3-(4,4,5,5-tetramethyl-1,3,2-dioxaborolan-2-yl)phenyl)propan-2-yl)pyrrolidine-1-carboxylic acid tert-butyl ester